ClC1=NC(=NC(=N1)C1=CC=CC=C1)C1=C(C=CC=C1)C1=CC=CC=2C3(C4=CC=CC=C4C12)CCCCC3 2-chloro-4-phenyl-6-(2-(spiro[cyclohexane-1,9'-fluoren]-4'-yl)phenyl)-1,3,5-triazine